N(=[N+]=[N-])C1=NC=CC(=C1)NC(=O)[C@@H]1S[C@](C[C@H]1C1=C(C(=C(C=C1)F)F)OC)(C(F)(F)F)C (2R,3S,5R)-N-(2-azidopyridin-4-yl)-3-(3,4-difluoro-2-methoxyphenyl)-5-methyl-5-(trifluoromethyl)tetrahydrothiophene-2-carboxamide